C(#N)C=1C=CC(=C(C1)C1=C(C(=O)O)C=CN=C1)OC(F)F 3-(5-cyano-2-(difluoromethoxy)phenyl)isonicotinic acid